3,4,5,6-tetrafluoroaniline FC=1C=C(N)C(=C(C1F)F)F